C(CCCCN)CCCN The molecule is an alkane-alpha,omega-diamine in which the two amino groups are separated by eight methylene groups. It derives from a hydride of an octane.